CN1NC2=NC(=CC(=C2C1=O)NC1=C(C=CC=C1)NS(=O)(=O)CC)NC(=O)C1CC1 N-(2-methyl-4-((2-(N-methylmethanesulfonylamino)phenyl)amino)-3-oxo-2,3-dihydro-1H-pyrazolo[3,4-b]pyridin-6-yl)cyclopropanecarboxamide